CC1(C=C1)C(=O)NC(CCC[C@H](N)C(=O)O)N epsilon-(1-methylcycloprop-2-enecarboxamido)lysine